hexaphenylenediamine C=1(C(=CC=C2C3=CC=CC=C3C3=CC=CC=C3C3=CC=CC=C3C3=CC=CC=C3C3=CC=CC=C3C12)N)N